(R)-5-((((6-(2-chloro-3-(3-chloro-2-(2-(2-hydroxyethyl)-8-methoxy-1,2,3,4-tetrahydroisoquinolin-6-yl)pyridin-4-yl)phenyl)-2-methoxypyridin-3-yl)methyl)amino)methyl)pyrrolidin-2-one ClC1=C(C=CC=C1C1=C(C(=NC=C1)C=1C=C2CCN(CC2=C(C1)OC)CCO)Cl)C1=CC=C(C(=N1)OC)CNC[C@H]1CCC(N1)=O